methyl (6S)-5-[(2S)-2-[(tert-butoxycarbonyl) amino]-3,3-dimethylbutanoyl]-5-azaspiro[2.4]heptane-6-carboxylate C(C)(C)(C)OC(=O)N[C@H](C(=O)N1CC2(CC2)C[C@H]1C(=O)OC)C(C)(C)C